C1(=CC=CC=C1)C1=CC(=NN1)C(F)(F)F 5-phenyl-3-(trifluoromethyl)pyrazol